1H-indazol-5-yl-[5-methyl-2-(2-pyridyl)-7,8-dihydro-5H-pyrido[4,3-d]pyrimidin-6-yl]methanone N1N=CC2=CC(=CC=C12)C(=O)N1C(C2=C(N=C(N=C2)C2=NC=CC=C2)CC1)C